FC1C2N(C3CC(CC1C3)C2)N 4-fluoro-2-azaadamantane-2-amine